(S)-N-(4-benzyl-5-(4-((7-(3-(dimethylamino)propanamido)-4-oxoquinazolin-3(4H)-yl)methyl)-4-hydroxypiperidin-1-yl)-5-oxopentyl)-4-chloro-2-methylquinoline-7-carboxamide C(C1=CC=CC=C1)[C@H](CCCNC(=O)C1=CC=C2C(=CC(=NC2=C1)C)Cl)C(=O)N1CCC(CC1)(O)CN1C=NC2=CC(=CC=C2C1=O)NC(CCN(C)C)=O